C(C)[Si](OC(=O)CNCCC[Si](OC)(OC)OC)(CC)CC N-(triethylsiloxycarbonyl)methyl-3-aminopropyl-trimethoxysilane